3-(2-(4-(azetidin-3-yl)piperazin-1-yl)pyridin-4-yl)-5-nitro-1H-indazole N1CC(C1)N1CCN(CC1)C1=NC=CC(=C1)C1=NNC2=CC=C(C=C12)[N+](=O)[O-]